C(CS(=O)(=O)[O-])S(=O)(=O)[O-] 1,2-ethandisulfonat